tert-Butyl 4-morpholino-5,6-dihydropyrido[3,4-d]pyrimidine-7(8H)-carboxylate O1CCN(CC1)C=1C2=C(N=CN1)CN(CC2)C(=O)OC(C)(C)C